ClC=1C=C(C=C(C1)Cl)C1=NC(=CC(=C1)CN1CCC(CC1)CC(=O)O)OC=1C=NC(=NC1)N1CCN(CC1)C(C)CCN(C)C 2-(1-((2-(3,5-dichloro-phenyl)-6-((2-(4-(4-(dimethylamino)butan-2-yl)piperazin-1-yl)pyrimidin-5-yl)oxy)pyridin-4-yl)methyl)piperidin-4-yl)acetic acid